C(CCC)OC(CCCCC(=O)OCCCC)=O Di-n-Butyladipate